C1(CCC1)N1C=NC2=NC(=NC(=C12)N1CC2CCC(C1)N2C(=O)OC(C)(C)C)OC[C@]21CCCN1C[C@@H](C2)F tert-butyl 3-(7-cyclobutyl-2-{[(2R,7aS)-2-fluorotetrahydro-1H-pyrrolizin-7a(5H)-yl]methoxy}-7H-purin-6-yl)-3,8-diazabicyclo[3.2.1]octane-8-carboxylate